(4R)-2-(6,7-dihydro-5H-thiazolo[4,5-f]indol-2-yl-6,7-d2)-4,5-dihydrothiazole-4-carboxylic acid N1=C(SC=2C1=CC=1C(C(NC1C2)[2H])[2H])C=2SC[C@H](N2)C(=O)O